C1=CC=C2C=CC(CC=C12)=O Azulene-6(7H)-one